4-Fluoro-7-hydroxy-2,3-dihydro-1H-inden-1-one FC1=C2CCC(C2=C(C=C1)O)=O